FC=1C=NC=CC1C1=C(C=2CCC2C=C1)O 3-(3-fluoro-4-pyridyl)bicyclo[4.2.0]Oct-1(6),2,4-trien-2-ol